4-pyridylacetic acid HCl Cl.N1=CC=C(C=C1)CC(=O)O